OC(C(O)NC(C=C)=O)NC(C=C)=O N,N'-(1,2-Dihydroxyethylene)-bisacrylamide